NC1=CC=C(C=C1)S(=O)(=O)F (4-aminophenyl)sulfonyl fluoride